2-fluoro-N-(8-hydroxy-2,2-dimethyloctyl)-4-methoxy-N-(6-methylpyridin-2-yl)benzamide FC1=C(C(=O)N(C2=NC(=CC=C2)C)CC(CCCCCCO)(C)C)C=CC(=C1)OC